ClC1=CC=C(S1)C1=C(C(=NN1COCC[Si](C)(C)C)N)C1CCC1 5-(5-Chlorothiophen-2-yl)-4-cyclobutyl-1-((2-(trimethylsilyl)ethoxy)methyl)-1H-pyrazol-3-amine